3-((3-exo)-3-((4-((5-methyl-1H-pyrazol-3-yl)amino)-5H-pyrrolo[3,2-d]pyrimidin-2-yl)amino)-8-azabicyclo[3.2.1]oct-8-yl)propionitrile CC1=CC(=NN1)NC=1C2=C(N=C(N1)NC1CC3CCC(C1)N3CCC#N)C=CN2